FC(C(=O)O)(F)F.FC(C(=O)O)(F)F.N[C@H]1CN(CCC1)C=1C(=CC(=NC1)C1=C(C=C(C=C1)OC)Cl)CC1=CN=C2N1C=CN=C2N (R)-3-((5-(3-aminopiperidin-1-yl)-2-(2-chloro-4-methoxyphenyl)pyridin-4-yl)methyl)imidazo[1,2-a]pyrazin-8-amine bis(2,2,2-trifluoroacetate)